ClC1=CC=C(C=C1)C1=N[C@H](C=2N(C3=C1C(=C(S3)C)C)C(=NN2)C)CC(=O)NCCCCCCCCNC(CCC2=NC3=C(N2)C(=CC=C3)C(=O)O)=O (S)-2-(3-((8-(2-(4-(4-chlorophenyl)-2,3,9-trimethyl-6H-thieno[3,2-f][1,2,4]triazolo[4,3-a][1,4]diazepin-6-yl)acetamido)octyl)amino)-3-oxopropyl)-1H-benzo[d]imidazole-7-carboxylic acid